ethyl 2-[(5-{2-[(2-ethoxy-2-oxoethyl)carbamoyl]-1,3-dioxo-2,3-dihydro-1H-indene-5-carbonyl}-1,3-dioxo-2,3-dihydro-1H-inden-2-yl)formamido]acetate C(C)OC(CNC(=O)C1C(C2=CC=C(C=C2C1=O)C(=O)C=1C=C2C(C(C(C2=CC1)=O)C(=O)NCC(=O)OCC)=O)=O)=O